C(=O)(OC(C)(C)C)C(CCC)(N)N monoBoc-butanediamine